OC1=C(N2C(C3=CC(=CC=C13)OC1=CC=CC=C1)=NC=N2)C(=O)NCC(=O)OCC ethyl (6-hydroxy-9-phenoxy-[1,2,4]triazolo[5,1-a]isoquinoline-5-carbonyl)glycinate